1-(6-(3-Ethylbenzyl)-2-azaspiro[3.3]heptan-2-yl)((1s,3s)-3-hydroxy-3-methylcyclobutyl)methanon C(C)C=1C=C(CC2CC3(CN(C3)C(=O)C3CC(C3)(C)O)C2)C=CC1